ClC=1C=C(C=C(C1F)Cl)B(O)O 3,5-dichloro-4-fluorobenzeneboronic acid